C1(CCCCCC1)NC(COC1=CC=C2C=CC(=CC2=C1)C(CC(=O)O)C1=CC2=C(OC(O2)(F)F)C=C1C)=O 3-(7-(2-(cycloheptylamino)-2-oxoethoxy)naphthalen-2-yl)-3-(2,2-difluoro-6-methylbenzo[d][1,3]dioxol-5-yl)propanoic acid